BrC=1C(=NNC1C)Cl 4-bromo-3-chloro-5-methyl-1H-pyrazole